FC1=C(C(=CC=C1)F)N1N=CC=C(C1=O)C(=O)NC1=C(C2=C(N(C(=N2)C(F)(F)F)C)C=C1)N1C[C@H](CC1)NC(OC(C)(C)C)=O tert-butyl (S)-(1-(5-(2-(2,6-difluorophenyl)-3-oxo-2,3-dihydropyridazine-4-carboxamido)-1-methyl-2-(trifluoromethyl)-1H-benzo[d]imidazol-4-yl)pyrrolidin-3-yl)carbamate